epoxyamyl alcohol C(CCC1CO1)O